ClC=1C=C2C(C(=CN(C2=CC1N1[C@H](CCC1)COC1=NC=CC=C1Cl)C1CCNCC1)C(=O)O)=O 6-chloro-7-[(2R)-2-{[(3-chloropyridin-2-yl)oxy]methyl}pyrrolidin-1-yl]-4-oxo-1-(piperidin-4-yl)-1,4-dihydroquinoline-3-carboxylic acid